N-methoxy-N-methylimidazo[1,2-a]pyridine-2-carboxamide CON(C(=O)C=1N=C2N(C=CC=C2)C1)C